N1N=NN=C1/C=C/CN1C(=NC=2N(C(NC2C1=O)=O)[C@@H]1O[C@@H](C[C@H]1O)CO)N ((E)-3-(1H-tetrazol-5-yl)allyl)-2-amino-9-((2R,3R,5S)-3-hydroxy-5-(hydroxymethyl)tetrahydrofuran-2-yl)-7,9-dihydro-1H-purine-6,8-dione